CC(CC(C)(C)C)(C)C1=CC=C(C=C1)OC(C(C(=O)OC1=CC=C(C=C1)C(CC(C)(C)C)(C)C)(CC1=CC(=C(C(=C1)C(C)(C)C)O)C(C)(C)C)CC1=CC(=C(C(=C1)C(C)(C)C)O)C(C)(C)C)=O Bis[4-(1,1,3,3-tetra-methylbutyl)phenyl]-2,2-bis(3,5-di-tert-butyl-4-hydroxybenzyl)malonat